FC1=NC(=C(C(=C1F)N1N=C(N=C1)C(=O)OC)F)F methyl 2-(2,3,5,6-tetrafluoropyridin-4-yl)-1,2,4-triazole-5-carboxylate